(R)-N-(5-(3-chloro-1-methyl-1H-pyrazol-4-yl)-2-methoxy-4-(4-methylpiperazin-1-yl)phenyl)-6-(3-(2,3-difluorophenyl)isooxazolidin-2-yl)pyrimidin-4-amine ClC1=NN(C=C1C=1C(=CC(=C(C1)NC1=NC=NC(=C1)N1OCC[C@@H]1C1=C(C(=CC=C1)F)F)OC)N1CCN(CC1)C)C